6-(3-amino-6-(4-(3-isopropylpiperidin-1-yl)phenyl)pyrazin-2-yl)-3,4-dihydroisoquinolin-1(2H)-one NC=1C(=NC(=CN1)C1=CC=C(C=C1)N1CC(CCC1)C(C)C)C=1C=C2CCNC(C2=CC1)=O